1-Phenyl-1H-imidazole-4-carboxylic acid {2-[3-(5-cyano-2-methyl-phenoxy)-azetidin-1-yl]-2-oxo-ethyl}-amide C(#N)C=1C=CC(=C(OC2CN(C2)C(CNC(=O)C=2N=CN(C2)C2=CC=CC=C2)=O)C1)C